tert-Butyl 3-(aminomethyl)-3-(quinolin-2-yl)azetidine-1-carboxylate NCC1(CN(C1)C(=O)OC(C)(C)C)C1=NC2=CC=CC=C2C=C1